5,5,5-trifluoro-N-[(4-methoxy-1H-indol-2-yl)carbonyl]-L-norvaline FC(CC[C@H](NC(=O)C=1NC2=CC=CC(=C2C1)OC)C(=O)O)(F)F